C(C1=CC=CC=C1)N1CC(=CCC1)OC1CN(C1)C(=O)OC(C)(C)C tert-butyl 3-((1-benzyl-1,2,5,6-tetrahydropyridin-3-yl)oxy)azetidine-1-carboxylate